N-((3R,4S)-4-((6-(2,6-dichloro-3,5-di-methoxyphenyl)-8-(((1-methylazetidin-3-yl)methyl)amino)pyrido[3,4-d]pyrimidin-2-yl)amino)tetrahydrofuran-3-yl)acrylamide ClC1=C(C(=C(C=C1OC)OC)Cl)C1=CC2=C(N=C(N=C2)N[C@H]2[C@H](COC2)NC(C=C)=O)C(=N1)NCC1CN(C1)C